COC(CCS)=O.NCCC(CN1CCN(CC1)CC1=C(C=CC=C1)N1CCC(CC1)C)=O 4-amino-1-(4-(2-(4-methylpiperidin-1-yl)benzyl)piperazin-1-yl)butanone methyl-3-mercaptopropionate